benzo[1,3]dioxolane O1COC2=C1C=CC=C2